hexadecyl-(methyl)diethoxysilane C(CCCCCCCCCCCCCCC)[Si](OCC)(OCC)C